ClC1=CN=CC(=N1)C(=O)N/N=C/C1=CC(=CC(=C1)OC)OC (E)-6-chloro-N'-(3,5-dimethoxybenzylidene)pyrazine-2-carbohydrazide